(1-(4-(2,6-bis(benzyloxy)pyridin-3-yl)phenyl)piperidin-4-yl)methanol C(C1=CC=CC=C1)OC1=NC(=CC=C1C1=CC=C(C=C1)N1CCC(CC1)CO)OCC1=CC=CC=C1